2-((4-((2-(pyridin-3-yl)propan-2-yl)sulfonyl)phenyl)thio)pyrimidin-4-amine N1=CC(=CC=C1)C(C)(C)S(=O)(=O)C1=CC=C(C=C1)SC1=NC=CC(=N1)N